FC1(CN(CC1)CC(=O)NC=1N=NN(C1)CCCCN1N=NC(=C1)C(=O)NCC1=CC(=CC=C1)OC(F)(F)F)F 1-(4-{4-[2-(3,3-difluoropyrrolidin-1-yl)acetamido]-1H-1,2,3-triazol-1-yl}butyl)-N-{[3-(trifluoromethoxy)phenyl]methyl}-1H-1,2,3-triazole-4-carboxamide